2,2-Bis(4-hydroxyphenyl)hexafluoropropan OC1=CC=C(C=C1)C(C(F)(F)F)(C(F)(F)F)C1=CC=C(C=C1)O